C1N(CC12CNCC2C(=O)OCC)C(=O)OC(C)(C)C 2-(tert-butyl) 8-ethyl 2,6-diazaspiro[3.4]octane-2,8-dicarboxylate